di-tert-butyl-bipyridine C(C)(C)(C)C1=C(C(=NC=C1)C1=NC=CC=C1)C(C)(C)C